N-(4-azidobenzoyloxy)Succinimide N(=[N+]=[N-])C1=CC=C(C(=O)ON2C(CCC2=O)=O)C=C1